3-{[2-(4-Chlorophenyl)imidazo[1,2-a]pyridin-3-yl]methyl}-3,8-diazabicyclo[3.2.1]octan-Dihydrochlorid Cl.Cl.ClC1=CC=C(C=C1)C=1N=C2N(C=CC=C2)C1CN1CC2CCC(C1)N2